tridecene Phosphonate P(O)(O)=O.C=CCCCCCCCCCCC